1-(4-(1-methyl-1H-pyrazol-5-yl)-6-((R)-3-methylmorpholino)pyridazin-3-yl)ethanamine CN1N=CC=C1C1=C(N=NC(=C1)N1[C@@H](COCC1)C)C(C)N